F[C@@H]1C[C@H](N(C1)C(CC1=CN=NN1)=O)C(=O)N[C@@H](C=1N=CN2C1C=CC=C2)C2=NC(=C(C=C2)C(C)C)F |o1:17| (2S,4R)-4-fluoro-N-[(S) or (R)-[6-fluoro-5-(propan-2-yl)pyridin-2-yl]({imidazo[1,5-a]pyridin-1-yl})methyl]-1-[2-(1H-1,2,3-triazol-5-yl)acetyl]pyrrolidine-2-carboxamide